C(=O)O.N1=CC(=CC=C1)N pyridin-3-amine formic acid salt